C(C1=CC=CC=C1)SC[C@H](C=C)O (S)-1-(BENZYLTHIO)BUT-3-EN-2-OL